CN1C(C(=C(C2=CC=CC=C12)N1CCC(CC1)C=1C=NN(C1)C)C#N)=O 1-methyl-4-[4-(1-methyl-1H-pyrazol-4-yl)piperidin-1-yl]-2-oxo-1,2-dihydroquinoline-3-carbonitrile